C(C)(C)(C)OC(=O)NC1(CC1)CCCOC1=NC=CC(=C1)N(C(OC(C)(C)C)=O)C1=CC(=NN1C(C)(C)C)[C@@H]1C[C@@H](CC1)O[Si](C)(C)C(C)(C)C tert-butyl (2-(3-(1-((tert-butoxycarbonyl)amino)cyclopropyl)propoxy)pyridin-4-yl)(1-(tert-butyl)-3-((1S,3R)-3-((tert-butyldimethylsilyl)oxy)cyclopentyl)-1H-pyrazol-5-yl)carbamate